4-methoxy-5-{2-[2-(5-methoxyquinoline-8-sulfonamido)phenyl]ethynyl}-N,N-dimethylpyridine-2-carboxamide COC1=CC(=NC=C1C#CC1=C(C=CC=C1)NS(=O)(=O)C=1C=CC(=C2C=CC=NC12)OC)C(=O)N(C)C